C(C(=C)C)(=O)OCC[N+](CCC(=O)[O-])(C)C.C(=O)(O)CC[N+](CCOC(C(=C)C)=O)(C)C 2-carboxy-N,N-dimethyl-N-[2'-(methacryloyl)oxyethyl]ethanaminium (3-[[2-(methacryloyloxy)ethyl]dimethylammonio]propionate)